IC1=C(C#N)C(=CC=C1)I 2,6-diiodobenzonitrile